5-(6-chloro-5-(4-(isopropyl)phenylsulfonylamino)pyridin-3-yl)-N-methylnicotinamide ClC1=C(C=C(C=N1)C=1C=NC=C(C(=O)NC)C1)NS(=O)(=O)C1=CC=C(C=C1)C(C)C